(S)-1-(2-(((2-amino-4-chloro-6-fluorophenyl)amino)methyl)morpholino)ethan-1-one NC1=C(C(=CC(=C1)Cl)F)NC[C@@H]1OCCN(C1)C(C)=O